5-(1-(4-methoxybenzyl)-1H-benzo[d]imidazol-5-yl)thiazole COC1=CC=C(CN2C=NC3=C2C=CC(=C3)C3=CN=CS3)C=C1